(7-amino-4-((1-(3-(difluoromethyl)-2-fluorophenyl)ethyl)amino)-2-methylquinazolin-6-yl)dimethylphosphine oxide NC1=C(C=C2C(=NC(=NC2=C1)C)NC(C)C1=C(C(=CC=C1)C(F)F)F)P(C)(C)=O